N-cyclopropyl-5-(7-(3-(morpholine-4-carbonyl)phenyl)furo[3,2-b]pyridin-2-yl)picolinamide C1(CC1)NC(C1=NC=C(C=C1)C1=CC2=NC=CC(=C2O1)C1=CC(=CC=C1)C(=O)N1CCOCC1)=O